1-Spiro[3.3]hept-2-yl-3-[2-(2,2,2-trifluoro-1-methoxymethyl-ethoxy)-pyridin-4-ylmethyl]-urea C1C(CC12CCC2)NC(=O)NCC2=CC(=NC=C2)OC(C(F)(F)F)COC